1-bromo-2-methylpropan-2-ol BrCC(C)(O)C